COC1=C(C=C(N)C=C1)C(F)(F)F 4-methoxy-3-(trifluoromethyl)aniline